6-(4-Cyclopropyl-2-methylphenyl)-2-azaspiro[3.3]heptan C1(CC1)C1=CC(=C(C=C1)C1CC2(CNC2)C1)C